3-Ethyl-3-hydroxy-androstan-17-one C(C)C1(CC2CC[C@H]3[C@@H]4CCC([C@@]4(C)CC[C@@H]3[C@]2(CC1)C)=O)O